3-methyl-6-(3-((4-phenethoxyphenyl)carbamoyl)phenyl)picolinic acid CC=1C(=NC(=CC1)C1=CC(=CC=C1)C(NC1=CC=C(C=C1)OCCC1=CC=CC=C1)=O)C(=O)O